2-(1,1-difluoroethyl)-6,7-dihydropyrido[2,3-d]pyridazine-5,8-dione FC(C)(F)C=1C=CC2=C(C(NNC2=O)=O)N1